((2S,4R)-4-ethoxy-1-methylpyrrolidin-2-yl)methanol C(C)O[C@@H]1C[C@H](N(C1)C)CO